2-[3-(3-ethylpiperazin-1-yl)-1,2,4-triazin-6-yl]-5-(7-fluoro-2-methyl-2H-indazol-5-yl)phenol C(C)C1CN(CCN1)C=1N=NC(=CN1)C1=C(C=C(C=C1)C1=CC2=CN(N=C2C(=C1)F)C)O